(((6-chlorobenzo[d]thiazol-2-yl)amino)(2-phenyl-2H-1,2,3-triazol-4-yl)methyl)naphthalen-2-ol ClC1=CC2=C(N=C(S2)NC(C2=NN(N=C2)C2=CC=CC=C2)C2=C(C=CC3=CC=CC=C23)O)C=C1